cis-6-ethyl-N-(4-(furan-2-yl)benzyl)-1-isobutyryl-4-(phenylsulfonyl)piperazine-2-carboxamide C(C)[C@@H]1CN(C[C@@H](N1C(C(C)C)=O)C(=O)NCC1=CC=C(C=C1)C=1OC=CC1)S(=O)(=O)C1=CC=CC=C1